N1=C(C=CC=C1)NC1=NC=CC=C1 N,N-bis(2-pyridyl)amine